C1C(CC12CCNCC2)N2N=CC(=C2C)C=2C=C(C=1N(C2)N=CC1C#N)O[C@H](C)C1=NC=CC=C1 6-[1-(7-Azaspiro[3.5]nonan-2-yl)-5-methyl-pyrazol-4-yl]-4-[(1R)-1-(2-pyridyl)ethoxy]pyrazolo[1,5-a]pyridine-3-carbonitrile